magnesium glutamate salt N[C@@H](CCC(=O)[O-])C(=O)[O-].[Mg+2]